N(=[N+]=[N-])C1C(=O)OCCCC1 α-azidocaprolactone